1-((3S,5R)-1-acryloyl-5-(methoxymethyl)pyrrolidin-3-yl)-3-((6-chloro-4-methylcinnolin-7-yl)ethynyl)-5-(methylamino)-1H-pyrazole-4-carboxamide C(C=C)(=O)N1C[C@H](C[C@@H]1COC)N1N=C(C(=C1NC)C(=O)N)C#CC1=C(C=C2C(=CN=NC2=C1)C)Cl